BrCC(=O)NC1=CC(=CC=C1)C=1NC2=CC=CC=C2C1C(C[N+](=O)[O-])C1=CC=CC=C1 2-bromo-N-(3-(3-(2-nitro-1-phenylethyl)-1H-indol-2-yl)phenyl)acetamide